C1(=CC=CC=C1)C1=CC=CC=C1 [1,1]-biphenyl